(2R,3R,4R,5S)-1-(2-fluoro-4-methoxyphenylethyl)-2-methylpiperidine-3,4,5-triol FC1=C(C=CC(=C1)OC)CCN1[C@@H]([C@H]([C@@H]([C@H](C1)O)O)O)C